4-bromo-3-chloro-5-fluoro-benzenecarbohydroxamic acid BrC1=C(C=C(C=C1F)C(=O)NO)Cl